FC=1C=C(C=NC1)NC(O[C@H](C)[C@H](C)OC1=C(C=C2C(=N1)SC(=N2)C=2C=C(C=C1C=C(C=NC21)OC)Cl)F)=O (2R,3S)-3-((2-(6-chloro-3-methoxyquinolin-8-yl)-6-fluorothiazolo[5,4-b]pyridin-5-yl) oxy)butan-2-yl (5-fluoropyridin-3-yl)carbamate